5-(2-ethoxy-2-oxoacetyl)-1,2-dimethyl-1H-pyrrole-3-carboxylic acid ethyl ester C(C)OC(=O)C1=C(N(C(=C1)C(C(=O)OCC)=O)C)C